FC(C(=O)O)(F)F.O=C1NC(CCC1N1C(C2=CC=CC(=C2C1=O)NCCCN)=O)=O 3-{[2-(2,6-dioxopiperidin-3-yl)-1,3-dioxoisoindol-4-yl]amino}propan-1-amine trifluoroacetate